1-(((1-Aminoisoquinolin-5-yl)amino)methyl)-2-(2-(chroman-6-yl)acetyl)-2-azabicyclo[2.1.1]hexan NC1=NC=CC2=C(C=CC=C12)NCC12N(CC(C1)C2)C(CC=2C=C1CCCOC1=CC2)=O